1,2-dichloro-1,1,2-trifluoro-2-nitroethane ClC(C([N+](=O)[O-])(F)Cl)(F)F